ClC=1C=NC(=NC1)N1CCC(CC1)CCCOC1=CC(=C(C=C1)CC(=O)N1CC2(CC1)C(CCC2)NC[C@@H]([C@H]([C@@H]([C@@H](CO)O)O)O)O)F 2-(4-(3-(1-(5-chloropyrimidin-2-yl)piperidin-4-yl)propoxy)-2-fluorophenyl)-1-(6-(((2S,3R,4R,5R)-2,3,4,5,6-pentahydroxyhexyl)amino)-2-azaspiro[4.4]nonan-2-yl)ethan-1-one